(S)-4-amino-2-((t-butoxycarbonyl)amino)butanoic acid NCC[C@@H](C(=O)O)NC(=O)OC(C)(C)C